C(CCCCC)C1=C(C=C(C(=C1)B1OC(C(O1)(C)C)(C)C)CCCCCC)B1OC(C(O1)(C)C)(C)C 2,2'-(2,5-Dihexyl-1,4-phenylene)bis[4,4,5,5-tetramethyl-1,3,2-dioxaborolane]